FC(C=1C(=C(C2=CC=CC=C2C1)C#N)C1=CC=NN1C)F 3-(difluoromethyl)-2-(1-methyl-1H-pyrazol-5-yl)-1-naphthonitrile